C(CC#C)C1(N=N1)CCN1C(=NC2=C1C=CC=C2)NCC=2C=CC=1N(C3=CC=CC=C3C1C2)CC 1-(2-(3-(but-3-yn-1-yl)-3H-diazirin-3-yl)ethyl)-N-((9-ethyl-9H-carbazol-3-yl)methyl)-1H-benzo[d]imidazol-2-amine